FC(C1=NN=C(O1)C=1C=NCN(C1)C(C)C1=C(C=CC=C1)F)F 5-[5-(difluoromethyl)-1,3,4-oxadiazol-2-yl]-N-[1-(2-fluorophenyl)ethyl]pyrimidin